(S)-6-(cyclopropanecarboxamido)-N-(methyl-d3)-4-((2,3,4,5-tetramethyl-4,5-dihydro-3H-imidazo[4,5-c][1,7]naphthyridin-6-yl)amino)pyridazine-3-carboxamide C1(CC1)C(=O)NC1=CC(=C(N=N1)C(=O)NC([2H])([2H])[2H])NC1=NC=CC=2C3=C([C@@H](N(C12)C)C)N(C(=N3)C)C